2-(((R)-1-(3-cyano-2-((S)-3,3-difluoro-4-methoxypiperidin-1-yl)-7-methyl-4-oxo-4H-pyrido[1,2-a]pyrimidin-9-yl)ethyl)amino)benzoic acid C(#N)C1=C(N=C2N(C1=O)C=C(C=C2[C@@H](C)NC2=C(C(=O)O)C=CC=C2)C)N2CC([C@H](CC2)OC)(F)F